C1(CCCCC1)C(C)NC(=O)C1=NC(=CN=C1)N1C=NC=C1 N-(1-cyclohexylethyl)-6-(1H-imidazol-1-yl)pyrazine-2-carboxamide